C(C)C1=C(C(=C(C=C1)C(=O)C(O)C1=CC=CC=C1)C1=CC=CC=C1)C(C1=C(C=C(C=C1C)C)C)=O ethyl-(2,4,6-trimethylbenzoyl)phenyl-benzoin